CC1=C2C=CC(=NC2=NC=C1)C(=O)O 5-methyl-1,8-naphthyridine-2-carboxylic acid